1-(2-(4-methoxyphenoxy)ethyl)-2-methyl-1H-indole-3-carbonyl chloride COC1=CC=C(OCCN2C(=C(C3=CC=CC=C23)C(=O)Cl)C)C=C1